(3-methoxy oxetan-3-yl)methyl methanesulfonate CS(=O)(=O)OCC1(COC1)OC